tert-butyl (3S)-3-[[6-(4-cyanophenyl)-5-(4-methylphenyl)pyrrolo[3,2-b]pyridin-1-yl]methyl]pyrrolidine-1-carboxylate C(#N)C1=CC=C(C=C1)C=1C=C2C(=NC1C1=CC=C(C=C1)C)C=CN2C[C@H]2CN(CC2)C(=O)OC(C)(C)C